O1[C@H](CCC1)C(=O)Cl (R)-tetrahydrofuran-2-carboxylic acid chloride